C=1(C(=CC=CC1)C=O)C=O 1,2-BENZENEDICARBOXALDEHYDE